C(C)(C)(C)[Si](OCCOCC=1N(N=CC1C=1C=C2C(=NN(C2=CC1)C1OCCCC1)C#C[Si](C(C)C)(C(C)C)C(C)C)C)(C)C tert-butyl-dimethyl-[2-[[2-methyl-4-[1-tetrahydropyran-2-yl-3-(2-triisopropylsilylethynyl)indazol-5-yl]pyrazol-3-yl]methoxy]ethoxy]silane